methyl 5-[2-[2-(5-amino-2,4-difluoro-phenyl) phenoxy] ethylcarbamoyl]-2-methoxybenzoate NC=1C(=CC(=C(C1)C1=C(OCCNC(=O)C=2C=CC(=C(C(=O)OC)C2)OC)C=CC=C1)F)F